P(=O)(OCC(CCCC)CC)(OCC(CCCC)CC)[O-] di(2-ethylhexyl) phosphate